CC1=C(C=CC=C1)S(=O)(=O)C1=CC=C(C=C1)C 4-(methylphenylsulfonyl)phenylmethane